CC(=CCC1=CC(=C(C=C1O)O)C2=CC3=CC4=C(C=C3O2)OCO4)C The molecule is an organic heterotricyclic compound that is 5,6-methylenedioxybenzofuran substituted by a 2,4-dihydroxy-5-prenylphenyl moiety at position 2. Isolated from the roots of Sophora flavescens, it exhibits cytotoxic activity against the KB epidermoid carcinoma cell line. It has a role as a metabolite and an antineoplastic agent. It is a member of resorcinols, an organic heterotricyclic compound and an oxacycle.